NC=1C(=NC(=CN1)C1=NC=CC=C1C#N)C(=O)NC1=NC=CC=C1N1CCC(CC1)(CO)N 3-amino-N-(3-(4-amino-4-(hydroxymethyl)piperidin-1-yl)pyridin-2-yl)-6-(3-cyanopyridin-2-yl)pyrazine-2-carboxamide